4-{[(4-methoxyphenyl)methyl]Amino}-N-pentylpyrrolidine-2-carboxamide COC1=CC=C(C=C1)CNC1CC(NC1)C(=O)NCCCCC